1-(2-adamantylmethyl)-2-oxo-1,2-dihydropyridin C12C(C3CC(CC(C1)C3)C2)CN2C(C=CC=C2)=O